C(C)N1C2(COC2)CC=C(C1)C(=O)OC methyl 5-ethyl-2-oxa-5-azaspiro[3.5]non-7-ene-7-carboxylate